N=1N(N=CC1)CC(=O)C=1C=CC(=C(C1)N1C(=NC2=CC=CC=C2C1=O)CN1CCC(CC1)C(=O)NC(C)C1=CC=CC=C1)OC(C)C 1-((3-(5-(2-(2H-1,2,3-Triazol-2-yl)acetyl)-2-isopropoxyphenyl)-4-oxo-3,4-dihydroquinazolin-2-yl)methyl)-N-(1-phenylethyl)piperidine-4-carboxamide